ethyl (R)-7-(2-(((3-chloropyridin-2-yl) oxy) methyl) pyrrolidin-1-yl)-1-(5-(2-(dimethylamino) ethoxy) pyrazin-2-yl)-6-fluoro-4-oxo-1,4-dihydroquinoline-3-carboxylate ClC=1C(=NC=CC1)OC[C@@H]1N(CCC1)C1=C(C=C2C(C(=CN(C2=C1)C1=NC=C(N=C1)OCCN(C)C)C(=O)OCC)=O)F